3-methyl-butenoic acid CC(=CC(=O)O)C